methyl 3-[({6-[methyl(phenyl)amino]-1,2,3,4-tetrahydronaphthalen-1-yl} methyl)amino]pyridine-4-carboxylate CN(C=1C=C2CCCC(C2=CC1)CNC=1C=NC=CC1C(=O)OC)C1=CC=CC=C1